C(C1=CC=CC=C1)N1C(C(NC2=CC(=CC=C12)Cl)=O)C(F)F 4-benzyl-7-chloro-3-(difluoromethyl)-3,4-dihydroquinoxalin-2(1H)-one